5-[4-(2-methylphenyl)-1H-pyrrol-2-yl]-1-(propan-2-yl)-1H-1,2,3-benzotriazole CC1=C(C=CC=C1)C=1C=C(NC1)C1=CC2=C(N(N=N2)C(C)C)C=C1